2,6-diamino-4-phenyl-1,3,5-triazine NC1=NC(=NC(=N1)C1=CC=CC=C1)N